NC1=C(C(=NN1C1=NN(C=C1)C)O)C1=CC2=C(OCO2)C(=C1)Cl 5-amino-4-(7-chloro-1,3-benzodioxol-5-yl)-1-(1-methylpyrazol-3-yl)pyrazol-3-ol